(R)-2-(((2R,3S,4R,5R)-5-(6-amino-2-chloro-9H-purin-9-yl)-3,4-dihydroxytetrahydrofuran-2-yl)methoxy)-2-(thiazol-4-yl)-3-(2'-(trifluoromethoxy)-[1,1'-biphenyl]-4-yl)propanoic acid NC1=C2N=CN(C2=NC(=N1)Cl)[C@H]1[C@@H]([C@@H]([C@H](O1)CO[C@](C(=O)O)(CC1=CC=C(C=C1)C1=C(C=CC=C1)OC(F)(F)F)C=1N=CSC1)O)O